creatine phosphate disodium hydrate O.[Na+].[Na+].P(=O)([O-])([O-])O.O=C(O)CN(C)C(N)=N